P(=O)(OC)([O-])[O-].[Mg+2] magnesium(II) methyl phosphate